C(CCC)OCC(C)O propylene glycol mononormal butyl ether